COC1=C(C=CC(=C1)OC)NC(C1=CC=C(C=C1)S(NC1=CC(=CC=C1)C(F)(F)F)(=O)=O)=O N-(2,4-dimethoxyphenyl)-4-(N-(3-(trifluoromethyl)phenyl)sulfamoyl)benzamide